methyl 7-bromo-5-((tert-butoxycarbonyl)amino)-1-(4-methoxybenzyl)-1H-benzo[d]imidazole-4-carboxylate BrC1=CC(=C(C2=C1N(C=N2)CC2=CC=C(C=C2)OC)C(=O)OC)NC(=O)OC(C)(C)C